FC=1C(=CC=2C(=NSN2)C1)F 5,6-difluorobenzo[1,2,5]thiadiazole